COC(=O)C=1SC2=C(N1)C(=CN2)C(C)C 6-isopropyl-4H-pyrrolo[3,2-d]Thiazole-2-carboxylic acid methyl ester